C=1(C(=CC=CC1)C(=O)[O-])C1=CC=CC=C1.[K+] Potassium 2-biphenylate